C(C)OC(=O)C1=C(SC(=C1C(C)C)C(C)=O)NC1=C(C=C(C=C1)I)F 5-acetyl-2-((2-fluoro-4-iodophenyl)amino)-4-isopropylthiophene-3-carboxylic acid ethyl ester